FC=1C=NC=C(C1C(C(=O)O)(C)C)F 2-(3,5-difluoropyridin-4-yl)-2-methylpropanoic acid